2-(2,3-Dihydro-benzofuran-5-yl)-3-(2-methylpyridin-4-yl)imidazo[1,2-a]pyrimidine O1CCC2=C1C=CC(=C2)C=2N=C1N(C=CC=N1)C2C2=CC(=NC=C2)C